2,4-dicarboxybenzalmalononitrile C(=O)(O)C1=C(C=C(C#N)C#N)C=CC(=C1)C(=O)O